C1(CC1)N(CC1=C(C=C(C=C1)OC)OC)C(CC)=O {cyclopropyl[(2,4-dimethoxyphenyl)methyl]amino}propan-1-one